BrC1=CC=C(C=C1)C1CC(=NN1)C1=CC=C(OC2=CC(=NC=C2)C(=O)NC)C=C1 4-(4-(5-(4-Bromophenyl)-4,5-dihydro-1H-pyrazol-3-yl)phenoxy)-N-methylpicolinamide